1',5',10',10a'-tetrahydro-3'H-spiro[cyclohexane-1,2'-pyrrolo[1,2-b]isoquinoline]-8'-carboxamide C1C2(CN3CC=4C=CC(=CC4CC31)C(=O)N)CCCCC2